(1r,2r)-1,2-cyclohexanedimethanol [C@@H]1([C@@H](CCCC1)CO)CO